O.[O] Oxygen water